(2S,4R)-1-((S)-2-(3-(2-(2-aminoethoxy)ethoxy)propanamido)-3,3-dimethylbutanoyl)-4-hydroxy-N-(4-(4-methylthiazol-5-yl)benzyl)pyrrolidine-2-carboxamide NCCOCCOCCC(=O)N[C@H](C(=O)N1[C@@H](C[C@H](C1)O)C(=O)NCC1=CC=C(C=C1)C1=C(N=CS1)C)C(C)(C)C